C1(CCC1)N1CCC2=C(CC1)C1=C(S2)C=CC=C1 3-cyclobutyl-2,3,4,5-tetrahydro-1H-benzo[4,5]thieno[2,3-d]azepine